[Si](C)(C)(C(C)(C)C)OC1CCOC2=C1C=CC=C2C(C)(O)C=2N=C(NC2)C(C2=CC=CC=C2)(C2=CC=CC=C2)C2=CC=CC=C2 4-[(tert-butyldimethylsilyl)oxy]-3,4-dihydro-2H-1-benzopyran-8-yl-1-[(triphenylmethyl)imidazol-4-yl]ethanol